C(C)(C)(C)OC(=O)NCC1CCN(CC1)CCCCCC(=O)O 6-[4-[(tert-butoxycarbonylamino)methyl]-1-piperidyl]hexanoic acid